CC(C(S(=O)(=O)O)NC(C=C)=O)C 2-methyl-[(1-oxo-2-propenyl)amino]1-propanesulfonic acid